CCCN1C(=C(C2=CC=CC=C21)C(=O)C3=CC=CC4=CC=CC=C43)C (2-methyl-1-propyl-1H-indol-3-yl)-1-naphthalenyl-methanone